(S)-2-(3-(5-(4-methyl-4H-1,2,4-triazol-3-yl)spiro[2.3]hexan-5-yl)phenyl)-4-(trifluoromethyl)-6-((3-(trifluoromethyl)piperidin-1-yl)methyl)isoindolin-1-one CN1C(=NN=C1)C1(CC2(CC2)C1)C=1C=C(C=CC1)N1C(C2=CC(=CC(=C2C1)C(F)(F)F)CN1C[C@H](CCC1)C(F)(F)F)=O